(5S,8S)-N-(2-chloro-4-fluorobenzyl)-5-fluoro-8-hydroxy-8-((methylsulfonyl)methyl)-5,6,7,8-tetrahydroquinoline-5-carboxamide ClC1=C(CNC(=O)[C@]2(C=3C=CC=NC3[C@@](CC2)(CS(=O)(=O)C)O)F)C=CC(=C1)F